Uric Acid Manganese Gluconate O=C([C@H](O)[C@@H](O)[C@H](O)[C@H](O)CO)[O-].[Mn+2].N1C(=O)NC=2NC(=O)NC2C1=O.O=C([C@H](O)[C@@H](O)[C@H](O)[C@H](O)CO)[O-]